C(C)(=O)[O-].[Co+2].[Ni+2].C(C)(=O)[O-].C(C)(=O)[O-].C(C)(=O)[O-] nickel-cobalt acetate